2-[2'-hydroxy-3,5-bis(α,α-dimethylbenzyl)phenyl]benzotriazole OC1=C(C(C)(C)C=2C=C(C=C(C2)N2N=C3C(=N2)C=CC=C3)C(C3=CC=CC=C3)(C)C)C=CC=C1